1-(2-ethoxy-5-fluoropyridin-4-yl)-6-fluoro-3,3-dimethyl-2-oxoindoline-5-carboxamide C(C)OC1=NC=C(C(=C1)N1C(C(C2=CC(=C(C=C12)F)C(=O)N)(C)C)=O)F